4-(2-(tert-Butyl)oxazol-4-yl)-N-(2-cyclopropylethyl)-2-methoxy-1H-imidazole-1-carboxamide C(C)(C)(C)C=1OC=C(N1)C=1N=C(N(C1)C(=O)NCCC1CC1)OC